ClC1=CC=C(S1)CNC1=CC(=NN1)C1CCN(CC1)CC1=CN=NN1 N-[(5-Chlorothiophen-2-yl)methyl]-3-[1-(1H-1,2,3-triazol-5-ylmethyl)piperidin-4-yl]-1H-pyrazol-5-amin